C(C)OC(\C=C\C1=C(C=C(C=C1F)C=1C(=NC=CC1)OC1CCCC1)F)=O (E)-3-[4-[2-(cyclopentyloxy)-3-pyridinyl]-2,6-difluoro-phenyl]2-propenoic acid ethyl ester